tert-butyl (3S)-3-(ethylsulfinylmethyl)piperidine-1-carboxylate C(C)S(=O)C[C@@H]1CN(CCC1)C(=O)OC(C)(C)C